C(C)(=O)NC1=CC(=NC(=C1)C=1N=NN(C1)C1=CC(=C(C(=O)O)C=C1)O)C=1N=NN(C1)C1=CC(=C(C(=O)O)C=C1)O 4,4'-((4-acetamidopyridine-2,6-diyl)bis(1H-1,2,3-triazole-4,1-diyl))bis(2-hydroxybenzoic acid)